N-(3-fluoro-4-(4-((5-(1-methyl-pyrrolidin-3-yl)pyridin-2-yl)amino)-5-oxo-5,6-dihydro-1,6-naphthyridin-2-yl)phenyl)cyclohexane-carboxamide FC=1C=C(C=CC1C1=NC=2C=CNC(C2C(=C1)NC1=NC=C(C=C1)C1CN(CC1)C)=O)NC(=O)C1CCCCC1